7-fluoro-2-methyl-6-nitro-1,2,3,4-tetrahydroisoquinoline FC1=C(C=C2CCN(CC2=C1)C)[N+](=O)[O-]